FC(C(=O)NCC1=C(C(=C(C=C1)C(F)(F)F)C=1NC(C=C(N1)C1=NC=C(C=C1)C(F)(F)F)=O)F)(C)C 2-fluoro-N-(2-fluoro-3-{6-oxo-4-[5-(trifluoromethyl)pyridin-2-yl]-1,6-dihydropyrimidin-2-yl}-4-(trifluoromethyl)benzyl)-2-methylpropanamide